4-(6,8-Difluoro-2-(((2R,7aS)-2-fluorotetrahydro-1H-pyrrolizin-7a(5H)-yl)methoxy)-4-((S)-1-oxa-6-azaspiro[3.5]nonan-6-yl)quinazolin-7-yl)-5-ethylnaphthalen-2-ol FC=1C=C2C(=NC(=NC2=C(C1C1=CC(=CC2=CC=CC(=C12)CC)O)F)OC[C@]12CCCN2C[C@@H](C1)F)N1C[C@@]2(CCO2)CCC1